ClC1=C(C=CC=C1)C1N(CC(C1)OC)C1=CC(=C(C(=O)N[C@H](C)\C=C\S(=O)(=O)C)C=C1)F 4-(2-(2-Chlorophenyl)-4-methoxypyrrolidin-1-yl)-2-fluoro-N-((R,E)-4-(methylsulfonyl)but-3-en-2-yl)benzamide